6-(2-Fluorophenyl)-5-(naphthalen-2-yl)-2-oxaspiro[3.3]heptane FC1=C(C=CC=C1)C1C(C2(COC2)C1)C1=CC2=CC=CC=C2C=C1